(Z)-1-(3-(2-isopropyl-5-methoxyphenyl)-4-oxothiazolidine-2-ylidene)-3-(1-(4-(1-(4-(trifluoromethoxy)phenyl)-1H-1,2,4-triazol-3-yl)phenyl)ethoxy)urea C(C)(C)C1=C(C=C(C=C1)OC)N1/C(/SCC1=O)=N/C(=O)NOC(C)C1=CC=C(C=C1)C1=NN(C=N1)C1=CC=C(C=C1)OC(F)(F)F